(2s,5r)-5-((1-(2-hydroxy-4-(trifluoromethyl)phenyl)pyrido[3,4-d]pyridazin-4-yl)amino)-1-methyl-piperidine-2-carboxylic acid ethyl ester C(C)OC(=O)[C@H]1N(C[C@@H](CC1)NC=1N=NC(=C2C1C=NC=C2)C2=C(C=C(C=C2)C(F)(F)F)O)C